1-((6-Bromopyrrolo[2,1-f][1,2,4]triazin-4-yl)oxy)-1H-benzo[d][1,2,3]triazole BrC=1C=C2C(=NC=NN2C1)ON1N=NC2=C1C=CC=C2